2,6-dihydroxy-4-(3,5,7-trihydroxy-4-oxo-2,3-dihydro-4H-chromen-2-yl)phenolate OC1=C(C(=CC(=C1)C1OC2=CC(=CC(=C2C(C1O)=O)O)O)O)[O-]